3-(4-aminopiperidin-1-yl)-3-oxopropanenitrile NC1CCN(CC1)C(CC#N)=O